ethyl (E)-3-[4-[4-[(tert-butoxycarbonylamino)methyl]-3-methyl-phenyl]pyrrolo[2,1-f][1,2,4]triazin-6-yl]prop-2-enoate C(C)(C)(C)OC(=O)NCC1=C(C=C(C=C1)C1=NC=NN2C1=CC(=C2)/C=C/C(=O)OCC)C